FC1(CC2(CN(C2)CCOC=2C=CC=3N(C2)N=CC3C3CCN(CC3)C(=O)OC(C)(C)C)C1)F tert-butyl 4-(6-(2-(6,6-difluoro-2-azaspiro[3.3]heptan-2-yl)ethoxy)pyrazolo[1,5-a]pyridin-3-yl)piperidine-1-carboxylate